O=C1NC2(C(N1)=O)CN(CCCC2)C(=O)OC(C)(C)C tert-butyl 2,4-dioxo-1,3,7-triazaspiro[4.6]undecane-7-carboxylate